11,11',11''-((ethane-1,1,1-triyltris(benzene-4,1-diyl))tris(oxy))tris(undecan-1-ol) C(C)(C1=CC=C(C=C1)OCCCCCCCCCCCO)(C1=CC=C(C=C1)OCCCCCCCCCCCO)C1=CC=C(C=C1)OCCCCCCCCCCCO